FC1(C[C@H]2C([C@H]2C1)CNC1=C(C=C(C=N1)S(=O)(=O)N(C)CC1=CC=C(C=C1)OC)C=1N=CN(C1)C)F 6-((((1R,5S,6r)-3,3-difluorobicyclo[3.1.0]hexan-6-yl)methyl)amino)-N-(4-methoxybenzyl)-N-methyl-5-(1-methyl-1H-imidazol-4-yl)pyridine-3-sulfonamide